CC1(N(CCC1)C(=O)[O-])C=C 2-Methyl-2-vinylpyrrolidine-1-carboxylate